C(C)(C)(C)NC=C1C(OC2=CC=CC=C2C1=O)C1=C(C=C(C=C1)O)Cl 3-((tert-butylamino)methylene)-2-(2-chloro-4-hydroxyphenyl)chroman-4-one